3-methyl-2-oxo-2,4,5,6-tetrahydro-1H-benzo[de]quinoline-8-carboxylic acid ethyl ester C(C)OC(=O)C=1C=C2C=3C(=C(C(NC3C1)=O)C)CCC2